2-(3-(2-fluoro-6-hydroxyphenyl)-5,6,7,8-tetrahydroimidazo[1,5-a]pyridin-1-yl)-6-methylpyridin-3-ol FC1=C(C(=CC=C1)O)C1=NC(=C2N1CCCC2)C2=NC(=CC=C2O)C